7-methoxy-4-((5-(methylcarbamoyl)naphthalen-2-yl)oxy)quinoline-6-carboxamide COC1=C(C=C2C(=CC=NC2=C1)OC1=CC2=CC=CC(=C2C=C1)C(NC)=O)C(=O)N